2-Chloro-N-{2-[4-(difluoromethyl)-1,3-thiazol-5-yl]-2-[4-({[6-(trifluoromethyl)pyrimidin-4-yl]oxy}methyl)piperidin-1-yl]ethyl}-6-fluorobenzamide ClC1=C(C(=O)NCC(N2CCC(CC2)COC2=NC=NC(=C2)C(F)(F)F)C2=C(N=CS2)C(F)F)C(=CC=C1)F